C(C)(C)(C)OC(=O)N1CCC(CC1)C(CC(=O)OCC)NC(C1=CC(=CC=C1)C1=NOC(=N1)C)=O 4-[3-ethoxy-1-[[3-(5-methyl-1,2,4-oxadiazol-3-yl)benzoyl]amino]-3-oxo-propyl]piperidine-1-carboxylic acid tert-butyl ester